3-(5-(1-methyl-2-(quinuclidin-4-yl)-1H-imidazol-4-yl)-1-oxoisoindolin-2-yl)piperidine-2,6-dione CN1C(=NC(=C1)C=1C=C2CN(C(C2=CC1)=O)C1C(NC(CC1)=O)=O)C12CCN(CC1)CC2